4-Ethyl-1-((10-hydroxy-7-((R)-4,4,4-trifluoro-2-methylbutanoyl)-7-azaspiro[4.5]decan-10-yl)methyl)piperidin-2-one C(C)C1CC(N(CC1)CC1(CCN(CC12CCCC2)C([C@@H](CC(F)(F)F)C)=O)O)=O